C(C1=CC=CC=C1)OC(C1=CC=C(C=C1)C1=C(N(C2=CC(=CC(=C12)OCC1=CC=CC=C1)F)C1=CC=C(C=C1)F)C(COC(F)F)(C)C)=O.C1(=CC=CC2=CC=CC=C12)CC(=O)O α-naphthaleneacetic acid benzyl-4-[4-benzyloxy-2-[2-(difluoromethoxy)-1,1-dimethyl-ethyl]-6-fluoro-1-(4-fluorophenyl)indol-3-yl]benzoate